C(CCC(=O)O)(=O)O.NC(CO)CO 2-amino-1,3-propanediol succinate